3,3'-((((((2-acetylnaphtho[2,3-b]furan-4,9-diyl)bis(oxy))bis(carbonyl))bis(azanediyl))bis(ethane-2,1-diyl))bis(azanediyl))dipropionic Acid dimethanesulfonate Salt monohydrate O.CS(=O)(=O)O.CS(=O)(=O)O.C(C)(=O)C1=CC2=C(O1)C(=C1C=CC=CC1=C2OC(=O)NCCNCCC(=O)O)OC(=O)NCCNCCC(=O)O